ClC1=CC=C(C=C1)S(=O)(=O)NC=1C(=NN(C1C(=O)O)C)C1=CCC2(OCCO2)CC1 4-((4-chlorophenyl)sulfonamido)-1-methyl-3-(1,4-dioxaspiro[4.5]dec-7-en-8-yl)-1H-pyrazole-5-carboxylic acid